(6-methoxy-d3-5-(methoxy-d3-carbonyl)pyridin-3-yl)boronic acid C(OC1=C(C=C(C=N1)B(O)O)C(=O)OC([2H])([2H])[2H])([2H])([2H])[2H]